CC=1SC(=C(N1)CO)CO (2-methylthiazole-4,5-diyl)dimethanol